1,5-dimethyl-1H-pyrrole-2-carboxylate CN1C(=CC=C1C)C(=O)[O-]